FC=1C=NC(=NC1)C=1C=C(C=CC1C)NC(=O)N1CCC(CCC1)C N-(3-(5-fluoropyrimidin-2-yl)-4-methylphenyl)-4-methylazepane-1-carboxamide